ClC1=C(C=CC=C1)NC(COC1=C(C=C(C=C1)\C=C\C(=O)C1=CC=C(C=C1)O)OC)=O N-(2-Chlorophenyl)-2-[4-[(E)-3-(4-hydroxyphenyl)-3-oxoprop-1-enyl]-2-methoxyphenoxy]acetamide